OCCCN1CCN(CC1)CC1=C(C=C(C=C1OC)C1=CN(C(C2=CN=CC=C12)=O)C)OC 4-(4-[[4-(3-hydroxypropyl)piperazin-1-yl]methyl]-3,5-dimethoxyphenyl)-2-methyl-2,7-naphthyridin-1-one